C1(=CC=CC=C1)CC=1C(=NC=CC1)CC(=O)N (phenylmethyl)-2-pyridineacetamide